ClC=1C(=CC(=NC1)N[C@@H](CO)CC)N1C=NC(=C1)C(=O)NC(CO)C1=CC(=CC=C1)Cl 1-(5-chloro-2-(((R)-1-hydroxybutan-2-yl)amino)pyridin-4-yl)-N-(1-(3-chlorophenyl)-2-hydroxyethyl)-1H-imidazole-4-carboxamide